3,3-difluoro-2-methylpropan-2-enoic acid FC(=C(C(=O)O)C)F